N-(3-{4-[(2-methoxyethyl)amino]-2-(methylamino)quinazolin-7-yl}phenyl)prop-2-enamide COCCNC1=NC(=NC2=CC(=CC=C12)C=1C=C(C=CC1)NC(C=C)=O)NC